FC(CN1N=CC=2C1=NC(=CN2)N2CCC1(CC(N(C1)CC=1C=NC(=CC1)C(F)(F)F)=O)CC2)F 8-[1-(2,2-difluoroethyl)-1H-pyrazolo[3,4-b]pyrazin-6-yl]-2-{[6-(trifluoromethyl)pyridin-3-yl]methyl}-2,8-diazaspiro[4.5]decan-3-one